racemic-calcium methyltetrahydrofolate COC(CC[C@@H](C(=O)O)NC(=O)C1=CC=C(NCC2CNC=3N=C(N)NC(=O)C3N2)C=C1)=O.[Ca]